1-methyl-1-propylpiperidine-1-ium C[N+]1(CCCCC1)CCC